C(C)C1=CC(=C(C=C1)C1=C(C=NN1C1CCOCC1)C(=O)N[C@@H]1C(NC2=C(C(=N1)C1=CC=CC=C1)C=CC=C2)=O)F 5-(4-Ethyl-2-fluorophenyl)-1-(oxacyclohex-4-yl)-N-[(3S)-2-oxo-5-phenyl-1,3-dihydro-1,4-benzodiazepine-3-yl]Pyrazole-4-carboxamide